C(C=C)[N+](CCC(=O)NC(CS(=O)(=O)[O-])(C)C)(C)C.C1(=CC(=CC(=C1)S(=O)(=O)Cl)S(=O)(=O)Cl)S(=O)(=O)Cl 1,3,5-benzenetrisulfonyl chloride 2-(3-(allyldimethylammonio)propanamido)-2-methylpropane-1-sulfonate